CP(C1=C2N=CC=NC2=CC=C1NC=1C2=C(N=C(N1)NC1=CC(=C(C=3CCOC31)N3CCOCC3)C)NC=C2)(C)=O Dimethyl-(6-((2-((5-methyl-4-morpholino-2,3-dihydrobenzofuran-7-yl)amino)-7H-pyrrolo[2,3-d]pyrimidin-4-yl)amino)quinoxalin-5-yl)phosphine oxide